((R)-3-hydroxypyrrolidin-1-yl)(4-((R)-3-methylmorpholino)-2-(1H-pyrrolo[2,3-b]pyridin-4-yl)thieno[3,2-d]pyrimidin-7-yl) methyl ketone CC(=O)C1=C(SC2=C1N=C(N=C2N2[C@@H](COCC2)C)C2=C1C(=NC=C2)NC=C1)N1C[C@@H](CC1)O